NC1=NC=2C(=CC=CC2C=2N1C=C(N2)CC2=C1CCN(CC1=CC=C2)C(CC2=CC(=C(C=C2)F)F)=O)OC 1-(5-((5-amino-7-methoxyimidazo[1,2-c]quinazolin-2-yl)methyl)-3,4-dihydroisoquinolin-2(1H)-yl)-2-(3,4-difluorophenyl)ethan-1-one